OC(C)(C)C1=NC=C(C(=O)OC)C=C1 methyl 6-(2-hydroxypropan-2-yl)nicotinate